CN(C)CC=1C=C(C=C(C1)OCCCCCCCC\C=C/C\C=C/CCCCCCCC(=O)[O-])OCCCCCCCC\C=C/C\C=C/CCCCCCCC(=O)[O-] (9Z,9'Z,12Z,12'Z)-((5-((dimethylamino)methyl)-1,3-phenylene)bis(oxy))bis(propane-3,1-diyl)bis(octadeca-9,12-dienoate)